CCCN(CCC)C(C)CC1=CC=CC=C1 N,N-Dipropylamphetamine